4-amino-N-((5-ethynylpyridin-2-yl)methyl)-N-(3-fluorophenyl)-1,3-dihydrofuro[3,4-c]quinoline-8-carboxamide NC1=NC=2C=CC(=CC2C2=C1COC2)C(=O)N(C2=CC(=CC=C2)F)CC2=NC=C(C=C2)C#C